CC1=CC(=C(N=N1)OC1=CC=C(C2=C1N=CO2)C=2SC=CN2)C(F)(F)F 4-((6-methyl-4-(trifluoromethyl)pyridazin-3-yl)oxy)-7-(thiazol-2-yl)benzo[d]oxazole